C1(CCCC1)N1C(=CC2=C1N=C(N=C2)NC2=NC=C(C=C2)OCCCN2CCN(CC2)C2=CC=C(C=C2)C2C(NC(CC2)=O)=O)C(=O)N(C)C 7-cyclopentyl-2-((5-(3-(4-(4-(2,6-dioxopiperidin-3-yl)phenyl)-piperazin-1-yl)-propoxy)pyridin-2-yl)amino)-N,N-dimethyl-7H-pyrrolo[2,3-d]pyrimidine-6-carboxamide